(R)-3-methylmorpholine hydrochloride Cl.C[C@H]1NCCOC1